2-(2-fluoro-3-(1-(2-(2-fluoro-5-((6-fluoro-4-methyl-1H-indol-5-yl)oxy)phenyl)-1H-imidazol-5-yl)ethyl)phenyl)cyclopropane-1-carboxylic acid FC1=C(C=CC=C1C(C)C1=CN=C(N1)C1=C(C=CC(=C1)OC=1C(=C2C=CNC2=CC1F)C)F)C1C(C1)C(=O)O